1-(tert-butyl)-N-(2-methyl-4-(3-(3-(methylamino)pyrrolidin-1-yl)pyridin-4-yl)benzyl)-1H-1,2,3-triazole-4-carboxamide hydrochloride Cl.C(C)(C)(C)N1N=NC(=C1)C(=O)NCC1=C(C=C(C=C1)C1=C(C=NC=C1)N1CC(CC1)NC)C